1-(2,6-difluorobenzyl)-8-(1-(2,2-difluoroethyl)-1H-pyrazolo[3,4-b]pyrazin-6-yl)-3-(4-(trifluoromethyl)pyridin-2-yl)-1,3,8-triazaspiro[4.5]decane-2,4-dione FC1=C(CN2C(N(C(C23CCN(CC3)C3=CN=C2C(=N3)N(N=C2)CC(F)F)=O)C2=NC=CC(=C2)C(F)(F)F)=O)C(=CC=C1)F